2-(3-(m-tolyl)propioloyl)benzaldehyde C1(=CC(=CC=C1)C#CC(=O)C1=C(C=O)C=CC=C1)C